C(C)(C)(C)OC(=O)N([C@H](C(=O)OCC#N)CC1=CC(=CC=C1)Cl)C (S)-Cyanomethyl 2-((tert-butoxycarbonyl)(methyl)amino)-3-(3-chlorophenyl)propanoate